BrC=1C2=C(N(CCC1C(=O)O)C(C1=CC(=C(C=C1)C)F)=O)C=CC=C2 5-bromo-1-(3-fluoro-4-methylbenzoyl)-2,3-dihydro-1H-benzo[b]azepine-4-carboxylic acid